S(=O)(=O)(O)CCCN1C(C=CC=C1)C=C 1-(3-sulfopropyl)-2-vinylpyridine